FC(CC(C(=O)N1CCOC2=C(C1)C=NC=C2C#N)(C)C)F 4-(4,4-difluoro-2,2-dimethyl-butanoyl)-3,5-dihydro-2H-pyrido[3,4-f][1,4]oxazepine-9-carbonitrile